(S)-5-(2-amino-7-(hydroxymethyl)-4-methoxy-7H-pyrrolo[2,3-d]pyrimidin-5-yl)-2-(1-cyclopropylethyl)-7-(difluoromethoxy)isoindolin-1-one NC=1N=C(C2=C(N1)N(C=C2C=2C=C1CN(C(C1=C(C2)OC(F)F)=O)[C@@H](C)C2CC2)CO)OC